ClC1=C(C#N)C=CC(=C1)N[C@H]([C@H](C)O)C=1OC(=NN1)C1=CC=C(C=C1)CO 2-chloro-4-(((1R,2S)-2-hydroxy-1-(5-(4-(hydroxymethyl)phenyl)-1,3,4-oxadiazol-2-yl)propyl)amino)-benzonitrile